tert-butyl (3S)-4-{2-[4-({[(4-chlorophenyl) methyl]amino} carbonylamino) phenyl] acetyl}-3-methylpiperazinecarboxylate ClC1=CC=C(C=C1)CNC(=O)NC1=CC=C(C=C1)CC(=O)N1[C@H](CN(CC1)C(=O)OC(C)(C)C)C